3-((s)-8-fluoro-5H-imidazo[5,1-a]isoindol-5-yl)-1-(methylsulfonyl)piperidin-4-ol FC1=CC=C2[C@@H](N3C(C2=C1)=CN=C3)C3CN(CCC3O)S(=O)(=O)C